2-(methylthio)-1-(2-(4-(5-(trifluoromethyl)thiophen-2-yl)-1H-imidazol-2-yl)piperidin-1-yl)propan-1-one CSC(C(=O)N1C(CCCC1)C=1NC=C(N1)C=1SC(=CC1)C(F)(F)F)C